1-(4-(2-(7,8-dimethyl-[1,2,4]triazolo[1,5-b]pyridazin-6-yl)-3-isopropyl-1H-indol-5-yl)piperidin-1-yl)-2-(dimethylamino)ethan-1-one CC1=C(C=2N(N=C1C=1NC3=CC=C(C=C3C1C(C)C)C1CCN(CC1)C(CN(C)C)=O)N=CN2)C